N-phenyl-ferrocenecarboxamide tert-butyl-(R)-2-methylpiperazine-1-carboxylate C(C)(C)(C)OC(=O)N1[C@@H](CNCC1)C.C1(=CC=CC=C1)NC(=O)[C-]1C=CC=C1.[CH-]1C=CC=C1.[Fe+2]